C(=O)N[C@@H](CC(C)C)C(=O)O N-formyl-(L)-leucine